C(C)(C)(C)[Si](O[C@H]1CN(CCC1)C1=C(N[C@H](C)C=2C=C(C=C3C(N(C(=NC23)N2CCOCC2)C)=O)C)C=CC=C1)(C)C 8-[(1R)-1-[2-[(3R)-3-[tert-butyl-(dimethyl)silyl]oxy-1-piperidyl]anilino]ethyl]-3,6-dimethyl-2-morpholino-quinazolin-4-one